N,N-dimethyl-1-(1-(trans-4-(4-(trifluoromethyl)benzyloxy)pyrrolidin-3-yl)-1H-1,2,3-triazol-4-yl)methanamine CN(CC=1N=NN(C1)[C@@H]1CNC[C@H]1OCC1=CC=C(C=C1)C(F)(F)F)C